N-(4-(1-(4-(5-(difluoromethyl)-1,3,4-oxadiazol-2-yl)benzyl)-1H-1,2,3-triazol-4-yl)phenyl)-4,5-dihydro-1H-imidazol-2-amine FC(C1=NN=C(O1)C1=CC=C(CN2N=NC(=C2)C2=CC=C(C=C2)NC=2NCCN2)C=C1)F